(Z)-1-(3-(3-(4-Fluorophenyl)-4-oxo-3,4-dihydrophthalazin-1-yl)phenyl)-N-isopropyl-methanimine oxide FC1=CC=C(C=C1)N1N=C(C2=CC=CC=C2C1=O)C=1C=C(C=CC1)\C=[N+](\C(C)C)/[O-]